5-(1,3-Oxazol-2-yl)-N-[(1,3-thiazol-4-yl)methyl]Pyrazine-2-carboxamide O1C(=NC=C1)C=1N=CC(=NC1)C(=O)NCC=1N=CSC1